tert-butyl 3-[4-(hydroxymethyl)pyrazol-1-yl]propanoate OCC=1C=NN(C1)CCC(=O)OC(C)(C)C